C(C)(C)(C)OC(=O)N[C@@H]1C(CN(C1)CCCCCCC(=O)O)(C)C 7-[(4R)-4-{[(tert-butoxy)carbonyl]amino}-3,3-dimethylpyrrolidin-1-yl]heptanoic acid